COC(=O)N1C2CC(C(C1)C2)=O 2-oxo-5-azabicyclo[2.2.1]heptane-5-carboxylic acid methyl ester